N-(7-fluorobenzo[d]thiazol-2-yl)-N-(4-methoxyphenethyl)glycine FC1=CC=CC=2N=C(SC21)N(CC(=O)O)CCC2=CC=C(C=C2)OC